C(C)(C)(C)OC(=O)N1C[C@@H](N(CC1)C=1C2=C(N(C(N1)=O)C=1C(=NC=CC1C)C(C)C)N=C(C(=C2)Cl)C2=C(C(=CC=C2)F)C)C (S)-4-(6-chloro-7-(3-fluoro-2-methylphenyl)-1-(2-isopropyl-4-methylpyridin-3-yl)-2-oxo-1,2-dihydropyrido[2,3-d]pyrimidin-4-yl)-3-methylpiperazine-1-carboxylic acid tert-butyl ester